dimethyl-β-methylsuccinimide CC1(C(=O)NC(C1C)=O)C